COCC1OCCC(C1)=O (methoxymethyl)tetrahydro-4H-pyran-4-one